(8aS)-2,3,4,7,8,8a-hexahydro-1H-pyrrolo[1,2-a]pyrazin-6-one C1[C@H]2N(CCN1)C(CC2)=O